N=1C=C(CC=CC1)C(=O)[O-] azepine-3(4H)-carboxylate